8-[(1r,2r)-2-hydroxy-2-methylcyclopentyl]-2-{[1-(methylsulfonyl)piperidin-4-yl]amino}pyrido[2,3-d]pyrimidin-7(8H)-one O[C@]1([C@@H](CCC1)N1C(C=CC2=C1N=C(N=C2)NC2CCN(CC2)S(=O)(=O)C)=O)C